CC1C(CC#CCC)C(=O)OC1=O oct-5-yn-2,3-dicarboxylic anhydride